N[C@H](CC1=C(C2=NC(=CC(=C2S1)NCC=1OC=CC1)Cl)Cl)CS(=O)(=O)C 2-[(2R)-2-amino-3-(methanesulfonyl)propyl]-3,5-dichloro-N-[(furan-2-yl)methyl]thieno[3,2-b]pyridin-7-amine